N-(5-(4-(4-(1-acryloylazetidin-3-yl)piperazin-1-yl)quinazolin-6-yl)-2-methoxypyridin-3-yl)-2,4-difluorobenzenesulfonamide C(C=C)(=O)N1CC(C1)N1CCN(CC1)C1=NC=NC2=CC=C(C=C12)C=1C=C(C(=NC1)OC)NS(=O)(=O)C1=C(C=C(C=C1)F)F